FC=1C(=C(C=C(C1)F)NC(C=C)=O)C N-(3,5-difluoro-2-methylphenyl)prop-2-enamide